tert-Butyl 7-methylidene-2-azaspiro[3.5]nonane-2-carboxylate Potassium tert-butoxide CC(C)(C)[O-].[K+].C=C1CCC2(CN(C2)C(=O)OC(C)(C)C)CC1